(3-(5-((1H-pyrazol-4-yl)oxy)-2-(difluoromethoxy)phenyl)-1-methyl-1H-pyrazol-4-yl)pyrazolo[1,5-a]pyrimidine-3-carboxamide N1N=CC(=C1)OC=1C=CC(=C(C1)C1=NN(C=C1C1=NN2C(N=CC=C2)=C1C(=O)N)C)OC(F)F